5,6-dichloro-4-methyl-2-cyclohexene-1-formamide ClC1C(C=CC(C1Cl)C(=O)N)C